C(C)(C)(C)C=1C=C(CCC(=O)[O-])C=C(C1O)C(C)(C)C 3,5-di-tert-butyl-4-hydroxyhydrocinnamate